(R or S)-5-(2-(3-(ethoxymethyl)-3-(2-(4-fluoro-thiophen-2-yl)ethyl)pyrrolidin-1-yl)propan-2-yl)-2-methylpyridine C(C)OC[C@]1(CN(CC1)C(C)(C)C=1C=CC(=NC1)C)CCC=1SC=C(C1)F |o1:4|